C(CCC#CC#CCCCCCCCCCCCCCCCCCC)(=O)O 4,6-pentacosadiynoic acid